COC1=C(C(=CC(=C1)C)C)C1=CC=C2C=CC=NC2=N1 7-(2-methoxy-4,6-dimethyl-phenyl)-1,8-naphthyridine